OC1=CC=C(C=C1)C(C)(C)C1=CC=C(C=C1)O.[K].[K] dipotassium bisphenol a salt